N-[4-(3-aminopropylamino)butyl]butane-1,4-diamine NCCCNCCCCNCCCCN